OC1=C(C=C(CO)C=C1C)C 4-hydroxy-3,5-dimethyl-benzyl alcohol